3,6-dihydro-2H-pyran-2-one O1C(CC=CC1)=O